(S)-1-(6-(4-aminophenyl)-2-(pyridin-3-yl)pyrimidin-4-yl)pyrrolidin-3-ol NC1=CC=C(C=C1)C1=CC(=NC(=N1)C=1C=NC=CC1)N1C[C@H](CC1)O